6β-methylamino-3,14β-dihydroxymorphinan CN[C@H]1C[C@]23C=4C=C(C=CC4C[C@H]([C@@]2(CC1)O)NCC3)O